OCC1=CC=C(OCCCCNC(OC(C)(C)C)=O)C=C1 tert-Butyl (4-(4-(hydroxymethyl)phenoxy)butyl)carbamate